2-(chloromethyl)-4-(difluoromethoxy)-1-methyl-1H-benzo[d]imidazole-6-carboxylate ClCC1=NC2=C(N1C)C=C(C=C2OC(F)F)C(=O)[O-]